CC=1C=CC=C2C=CN=C(C12)N([C@H]1CN(CCC1)C(=O)OC(C)(C)C)C(=O)N1CCC(CC1)C1=CC(=NO1)C tert-butyl (3R)-3-[(8-methyl-1-isoquinolyl)-[4-(3-methylisoxazol-5-yl)piperidine-1-carbonyl]amino]piperidine-1-carboxylate